1-chloro-2-hydroxy-3-propanesulfonic acid sodium salt [Na+].ClCC(CS(=O)(=O)[O-])O